CN1N=C(C2=CC=C(C=C12)C1=NOC(=N1)C1CCN(CC1)C(CNC(=O)C1=NC=CC(=C1)OC)=O)C N-[2-[4-[3-(1,3-dimethylindazol-6-yl)-1,2,4-oxadiazol-5-yl]-1-piperidinyl]-2-oxo-ethyl]-4-methoxy-pyridine-2-carboxamide